(2-Phenylphenylaminobenzo[d]thiazol-6-yl)-1-[2-(4-morpholinyl)ethyl]-3-(4-chlorophenyl)urea C1(=CC=CC=C1)C1=C(C=CC=C1)NC=1SC2=C(N1)C=CC(=C2)N(C(=O)NC2=CC=C(C=C2)Cl)CCN2CCOCC2